5-Methyl-4-phenyl-2-(2-thienyl)imidazole CC1=C(N=C(N1)C=1SC=CC1)C1=CC=CC=C1